tert-butyl (S)-2-(4-(4-(3-acetamidoprop-1-yn-1-yl)phenyl)-2,3,9-trimethyl-6H-thieno[3,2-f][1,2,4]triazolo[4,3-a][1,4]diazepin-6-yl)acetate C(C)(=O)NCC#CC1=CC=C(C=C1)C1=N[C@H](C=2N(C3=C1C(=C(S3)C)C)C(=NN2)C)CC(=O)OC(C)(C)C